perfluorophenyl 5-((bis(2-((3-methoxypropanoyl)thio)ethoxy)phosphoryl)difluoromethyl)benzo[b]thiophene-2-carboxylate COCCC(=O)SCCOP(=O)(OCCSC(CCOC)=O)C(C1=CC2=C(SC(=C2)C(=O)OC2=C(C(=C(C(=C2F)F)F)F)F)C=C1)(F)F